2-((3-bromophenoxy)methyl)oxirane BrC=1C=C(OCC2OC2)C=CC1